NC([C@H](C[C@H]1C(NC(C1)(C)C)=O)NC(=O)[C@H](CC(C)(C)C)NC(=O)C=1NC2=CC=CC(=C2C1)OC)=O N-[(1S)-1-[[(1S)-2-amino-1-[[(3R)-5,5-dimethyl-2-oxo-pyrrolidin-3-yl]methyl]-2-oxo-ethyl]carbamoyl]-3,3-dimethyl-butyl]-4-methoxy-1H-indole-2-carboxamide